2-(4-(2-(pyridin-2-yldisulfanyl)ethyl)piperazin-1-yl)ethan-1-ol N1=C(C=CC=C1)SSCCN1CCN(CC1)CCO